C(#N)C=1C=C(C=CC1)C1=CC(=NC=N1)C1=NC(=NO1)C1N(CCC1)C#N (5-(6-(3-Cyanophenyl)pyrimidin-4-yl)-1,2,4-oxadiazol-3-yl)pyrrolidine-1-carbonitrile